BrC1=CC=2C3=C(C=NC2C=C1F)N(C(C31CC(C1)C1=CC=C(C=C1)F)=O)C 8'-Bromo-7'-fluoro-3-(4-fluorophenyl)-3'-methylspiro[cyclobutane-1,1'-pyrrolo[2,3-c]quinolin]-2'(3'H)-one